C(C)(=O)OC1COC(C(C1OC(C)=O)OC(C)=O)C(=O)OC 6-(methoxy-carbonyl)tetrahydro-2H-pyran-3,4,5-triyl triacetate